2-(3-chlorophenyl)-1-phenylethyl ((S)-1-(((S)-1-hydroxy-3-((S)-2-oxopyrrolidin-3-yl)propan-2-yl)amino)-4-methyl-1-oxopentan-2-yl)carbamate OC[C@H](C[C@H]1C(NCC1)=O)NC([C@H](CC(C)C)NC(OC(CC1=CC(=CC=C1)Cl)C1=CC=CC=C1)=O)=O